strontium hydrogencarbonate C(O)([O-])=O.[Sr+2].C(O)([O-])=O